4-((5-(1-((2S,4R)-4-hydroxy-2-((4-(4-methylthiazol-5-yl)benzyl)carbamoyl)pyrrolidin-1-yl)-3-methyl-1-oxobutan-2-yl)isoxazol-3-yl)oxy)butanoic acid O[C@@H]1C[C@H](N(C1)C(C(C(C)C)C1=CC(=NO1)OCCCC(=O)O)=O)C(NCC1=CC=C(C=C1)C1=C(N=CS1)C)=O